COCOC1=C(C(=CC(=C1)C(F)(F)F)C)C1=CC2=C(N=N1)C(=CN2C)C2=CCCN(C2)C(=O)OC(C)(C)C tert-Butyl 5-{3-[2-(methoxymethoxy)-6-methyl-4-(trifluoromethyl)phenyl]-5-methyl-5H-pyrrolo[3,2-c]pyridazin-7-yl}-3,6-dihydropyridine-1(2H)-carboxylate